[Ir+].ClP(C(=O)P(C1=CC=CC=C1)(C1=CC=CC=C1)C1=CC=CC=C1)(C1=CC=CC=C1)(C1=CC=CC=C1)C1=CC=CC=C1 chlorocarbonyl-bis(triphenylphosphine) iridium (I)